COC1=C(C=CC(=C1)N1CCN(CC1)C)NC1=NC2=C(C(=CC=C2C=N1)C)C=1C=C(C=CC1)NC(C=C)=O N-(3-(2-((2-methoxy-4-(4-methylpiperazin-1-yl)phenyl)amino)-7-methylquinazolin-8-yl)phenyl)acrylamide